Cl.FC(C1=CC2=C([C@@H](CO2)N)C=C1)(F)F (S)-6-(trifluoromethyl)-2,3-dihydrobenzofuran-3-amine hydrochloride